CC=1N=CSC1C1=CC=C(C=C1)[C@H](C)N (S)-1-(4-(4-methylthiazol-5-yl)phenyl)ethylamine